C=1(C(=CC=C2C=CC=CC12)C1=CC2=CC(=CC=C2C=C1O)O)O [2,2'-binaphthalene]-1,3',7'-triol